CC=1C(=CC=C2N=CC(=NC12)C=1C=NN(C1)C1CCN(CC1)C(=O)[O-])OC=1C=CC2=C(N(C(=N2)C)COCC[Si](C)(C)C)C1 4-(4-(8-Methyl-7-((2-methyl-1-((2-(trimethylsilyl)ethoxy)methyl)-1H-benzo[d]imidazol-6-yl)oxy)quinoxalin-2-yl)-1H-pyrazol-1-yl)piperidine-1-carboxylate